ClC1=C(OC2CCN(CC2)C(CNC(=O)C=2N=CN(C2)C2=CC=CC=C2)=O)C=C(C=C1)F 1-Phenyl-1H-imidazole-4-carboxylic acid {2-[4-(2-chloro-5-fluoro-phenoxy)-piperidin-1-yl]-2-oxoethyl}-amide